N-methoxy-1-[1-[[4-[5-(trifluoromethyl)-1,2,4-oxadiazol-3-yl]phenyl]methyl]pyrazol-4-yl]methanimine CON=CC=1C=NN(C1)CC1=CC=C(C=C1)C1=NOC(=N1)C(F)(F)F